(5R)-5-[[tert-butyl-(dimethyl)silyl]oxymethyl]pyrrolidin-2-one C(C)(C)(C)[Si](OC[C@H]1CCC(N1)=O)(C)C